5-[2-(methylsulfonylcarbamoyl)ethyl]pyridine-2-carboxamide CS(=O)(=O)NC(=O)CCC=1C=CC(=NC1)C(=O)N